[2,3-difluoro-4-[3-(fluoromethyl)-1-(2-methoxyethyl)pyrazol-4-yl]phenyl] trifluoromethanesulfonate FC(S(=O)(=O)OC1=C(C(=C(C=C1)C=1C(=NN(C1)CCOC)CF)F)F)(F)F